7-Cyclobutoxy-2-methylimidazo[1,2-a]pyridine-6-carboxylic acid C1(CCC1)OC1=CC=2N(C=C1C(=O)O)C=C(N2)C